ethynyl-4-methoxybenzene C(#C)C1=CC=C(C=C1)OC